CN(CCOC1=CC=C(C=C1)B1OC(C(O1)(C)C)(C)C)C N,N-dimethyl-2-[4-(4,4,5,5-tetramethyl-1,3,2-dioxaborolan-2-yl)phenoxy]ethanamine